OC(C)(C)C=1SC=CC1C(=O)O 2-(2-hydroxypropan-2-yl)thiophene-3-carboxylic acid